(7R,8R)- and (7S,8S)-8-(methoxycarbonyl)-1,4-dioxaspiro[4.4]nonane COC(=O)[C@@H]1CCC2(OCCO2)C1 |r|